BrC=1C(=NN(C1C)C)CN(C(OC(C)(C)C)=O)C(C)C tert-butyl ((4-bromo-1,5-dimethyl-1H-pyrazol-3-yl)methyl)(isopropyl)carbamate